COC1=C(C=C(C=C1)C1CC2(C1)CCN(CC2)C(=O)C2CC1(C2)NC(CC1)=O)C(F)(F)F (2r,4s)-2-[2-[4-methoxy-3-(trifluoromethyl)phenyl]-7-azaspiro[3.5]nonane-7-carbonyl]-5-azaspiro[3.4]octan-6-one